ClC1=NC=2N(C(=C1C1=C(C=C(C=C1F)OCC1[C@H]3CN(C[C@@H]13)C)F)N[C@H](C(F)(F)F)C)N=CN2 5-Chloro-6-(2,6-difluoro-4-(((1R,5S,6r)-3-methyl-3-azabicyclo[3.1.0]hex-6-yl)methoxy)phenyl)-N-((S)-1,1,1-trifluoropropan-2-yl)-[1,2,4]triazolo[1,5-a]pyrimidin-7-amine